(5-bromo-1H-pyrrolo[2,3-b]pyridin-3-yl)-(6-fluoro-2-methyl-3-nitro-phenyl)methanone BrC=1C=C2C(=NC1)NC=C2C(=O)C2=C(C(=CC=C2F)[N+](=O)[O-])C